3-(trimethylsiloxy)-1-propanethiol C[Si](OCCCS)(C)C